N1C(=NC=C1)C1CN(C1)C1=CC(=C2C(C(=CN(C2=N1)C1=NC=NS1)C(=O)O)=O)C 7-[3-(1H-imidazol-2-yl)azetidin-1-yl]5-methyl-4-oxo-1-(1,2,4-thiadiazol-5-yl)-1,4-dihydro-1,8-naphthyridine-3-carboxylic acid